3-iodo-1-methyl-N-(4-methyl-3-(methylcarbamoyl)phenyl)-1H-indazole-5-carboxamide IC1=NN(C2=CC=C(C=C12)C(=O)NC1=CC(=C(C=C1)C)C(NC)=O)C